N-((4-(3-cyclopropyl-1,2,4-oxadiazol-5-yl)bicyclo[2.2.2]octan-1-yl)methyl)-N-(3-(3-(cyclopropylmethyl)-1,2,4-oxadiazol-5-yl)phenyl)tetrahydro-2H-pyran-4-carboxamide C1(CC1)C1=NOC(=N1)C12CCC(CC1)(CC2)CN(C(=O)C2CCOCC2)C2=CC(=CC=C2)C2=NC(=NO2)CC2CC2